ClC1=CC=CC(=N1)C1=CC(=C(C=C1F)CC=1N(C2=C(N1)C=CC(=C2)C(=O)OC(C)(C)C)CCOC)F tert-butyl 2-[[4-(6-chloropyridin-2-yl)-2,5-difluorophenyl] methyl]-3-(2-methoxyethyl)-1,3-benzodiazole-5-carboxylate